C(C)(C)(C)OC(=O)N1C(C=2N(CC1)C(=CN2)C2=CC(=CC=C2)Cl)C 3-(3-chlorophenyl)-8-methyl-6,8-dihydro-5H-imidazo[1,2-a]pyrazine-7-carboxylic acid tert-butyl ester